(2R,4S)-2-methyl-1-(3-(5-(pyridin-4-yl)furan-2-carboxamido)-5-(trifluoromethyl)pyridin-2-yl)piperidin-4-yl acetate C(C)(=O)O[C@@H]1C[C@H](N(CC1)C1=NC=C(C=C1NC(=O)C=1OC(=CC1)C1=CC=NC=C1)C(F)(F)F)C